C1(CC1)C1=NC(=CC(=C1)C1=C(C=C(C#N)C=C1)C1=NN=CN1C)N1C(C2=CC(=CC(=C2C1)F)CN1C2C(CC1)COC2)=O 4-(2-Cyclopropyl-6-(4-fluoro-6-((hexahydro-1H-furo[3,4-b]pyrrol-1-yl)methyl)-1-oxoisoindolin-2-yl)pyridin-4-yl)-3-(4-methyl-4H-1,2,4-triazol-3-yl)benzonitrile